tetrahydro-1,6-naphthyridine-3-carboxylate N1CC(CC2=CN=CC=C12)C(=O)[O-]